3-(2-(((1-(4-((9-cyclopentyl-8-(phenylamino)-9H-purin-2-yl)amino)phenyl)piperidin-4-yl)(methyl)amino)methyl)phenyl)piperidine-2,6-dione C1(CCCC1)N1C2=NC(=NC=C2N=C1NC1=CC=CC=C1)NC1=CC=C(C=C1)N1CCC(CC1)N(C)CC1=C(C=CC=C1)C1C(NC(CC1)=O)=O